OCCCCCCCCCNC(OC(C)(C)C)=O tert-butyl (9-hydroxynonyl)carbamate